methyl Z-tyrosinate N[C@@H](CC1=CC=C(C=C1)O)C(=O)OC